C1(CC1)C(=O)NC1=NC=C(C(=O)NC)C(=C1)NC1=C(C=2N(C=C1)N=CC2C(C(F)(F)F)O)OC 6-(Cyclopropanecarboxamido)-4-((4-methoxy-3-(2,2,2-trifluoro-1-hydroxyethyl)pyrazolo[1,5-a]pyridin-5-yl)amino)-N-methylnicotinamide